Methyl 4-bromo-3-fluoro-5-iodo-2-(methylamino)benzoate BrC1=C(C(=C(C(=O)OC)C=C1I)NC)F